C1(CC1)[C@H](C=1C=CC2=C(NC(=N2)[C@H](C[C@@H]2CC(CC2)(F)F)NC(=O)C2=NON=C2C)C1)NC(CC1CC(C1)(F)F)=O N-((S)-1-(6-((R)-Cyclopropyl(2-(3,3-difluorocyclobutyl)acetamido)methyl)-1H-benzo[d]imidazol-2-yl)-2-((R)-3,3-difluorocyclopentyl)ethyl)-4-methyl-1,2,5-oxadiazole-3-carboxamide